ClC1=CC=2OCCC3N(C2N=C1)CC(CC3)O 3-chloro-10-hydroxy-7,7a,8,9,10,11-hexahydro-6H-dipyrido[3,2-b:1',2'-d][1,4]oxazepin